4-(3-((2-((4-(3-(diethylamino)propyl)-2-ethylphenyl)amino)-5-(trifluoromethyl)pyrimidin-4-yl)amino)propyl)-1,4-oxazepan-5-one C(C)N(CCCC1=CC(=C(C=C1)NC1=NC=C(C(=N1)NCCCN1CCOCCC1=O)C(F)(F)F)CC)CC